C(C1=CC=CC=C1)OCCOCCOCCOC1=CC=C2C(=N1)C(=NN2C2OCCCC2)C=2C=NN(C2)COCC[Si](C)(C)C 2-[[4-[5-[2-[2-(2-benzyloxyethoxy)ethoxy]ethoxy]-1-tetrahydropyran-2-yl-pyrazolo[4,3-b]pyridin-3-yl]pyrazol-1-yl]methoxy]ethyl-trimethyl-silane